3,4-dihydro-2H-pyrido[3,2-b][1,4]oxazine-8-carboxylic acid O1C2=C(NCC1)N=CC=C2C(=O)O